C(C)OC(=O)C=1C=NN(C1C(F)(F)F)C=1C=NC=NC1 1-(pyrimidin-5-yl)-5-(trifluoromethyl)-1H-pyrazole-4-carboxylic acid ethyl ester